2,6-dimethoxy-N-(4-(pyridin-2-ylmethyl)-2,3-dihydrobenzofuro[7,6-d]isoxazol-8-yl)benzenesulfonamide COC1=C(C(=CC=C1)OC)S(=O)(=O)NC1=NOC2=C1C1=C(CCO1)C(=C2)CC2=NC=CC=C2